6-(Cyclopropanecarboxamido)-4-((3-ethyl-5-methoxyimidazo[1,5-a]pyridin-6-yl)amino)-N-(methyl-d3)nicotinamide C1(CC1)C(=O)NC1=NC=C(C(=O)NC([2H])([2H])[2H])C(=C1)NC=1C=CC=2N(C1OC)C(=NC2)CC